CC1=C(OC2=CC=C(N)C=C2)C(=CC=C1)C 4-(2,6-dimethylphenoxy)aniline